4,4'-(perfluoropropane-2,2-diyl)bis(2,6-di-tert-butylphenol) FC(C(C(F)(F)F)(C1=CC(=C(C(=C1)C(C)(C)C)O)C(C)(C)C)C1=CC(=C(C(=C1)C(C)(C)C)O)C(C)(C)C)(F)F